(S)-2-cyclopropyl-5-(4-(4-(trifluoromethoxy)pyrazolo[1,5-a]pyridin-2-yl)-1,4,6,7-tetrahydro-5H-imidazo[4,5-c]pyridin-5-yl)-1,3,4-oxadiazole C1(CC1)C=1OC(=NN1)N1[C@@H](C2=C(CC1)NC=N2)C2=NN1C(C(=CC=C1)OC(F)(F)F)=C2